[Ti].[Si].[B] boron-silicon-titanium